(3R)-3-methyl-4-(3-(3-methyl-1-(tetrahydro-2H-pyran-2-yl)-1H-pyrazol-5-yl)-7-((methylsulfinyl)methyl)isothiazolo[4,5-b]Pyridin-5-yl)morpholine C[C@H]1N(CCOC1)C1=CC(=C2C(=N1)C(=NS2)C2=CC(=NN2C2OCCCC2)C)CS(=O)C